4-[1-methyl-4-(methylamino)-6-oxo-3-pyridinyl]butanoic acid CN1C=C(C(=CC1=O)NC)CCCC(=O)O